allyl-2-pentyloxyglycolate C(C=C)OC(C(O)OCCCCC)=O